N1=NC=CC2=CC(=CC=C12)C1=CNC=2N=C(N=C(C21)OC)NC2CC(C2)(C(=O)N(C)C)C (1s,3s)-3-((5-(cinnolin-6-yl)-4-methoxy-7H-pyrrolo[2,3-d]pyrimidin-2-yl)amino)-N,N,1-trimethylcyclobutane-1-carboxamide